ClC=1C=C(C=CC1)[C@H]1[C@@H](CN(CC1)C(=O)C=1C=2N(C=CC1)C=NC2)NC(=O)C2(CC2)NCC(F)(F)F N-((3S,4S)-4-(3-chlorophenyl)-1-(imidazo[1,5-a]pyridine-8-carbonyl)piperidin-3-yl)-1-((2,2,2-trifluoroethyl)amino)cyclopropanecarboxamide